(S)-3,4-dichloro-2-(3-(piperidin-4-yl)-6,7-dihydro-5H-pyrrolo[2,1-c][1,2,4]triazol-6-yl)phenol ClC=1C(=C(C=CC1Cl)O)[C@@H]1CC2=NN=C(N2C1)C1CCNCC1